(R)-N-(1-(6,7-difluoro-2-methyl-1-oxo-1,2-dihydroisoquinolin-4-yl)ethyl)-5,6-difluoro-N-methyl-1H-indole-2-carboxamide FC=1C=C2C(=CN(C(C2=CC1F)=O)C)[C@@H](C)N(C(=O)C=1NC2=CC(=C(C=C2C1)F)F)C